1-((1r,3r)-3-((tert-butyldimethylsilyl)oxy)cyclobutyl)-5-methyl-3-(trifluoromethyl)-1H-pyrazole [Si](C)(C)(C(C)(C)C)OC1CC(C1)N1N=C(C=C1C)C(F)(F)F